2-(5-fluoro-2-(5-oxaspiro[2.5]oct-6-yl)phenyl)acetic acid tert-butyl ester C(C)(C)(C)OC(CC1=C(C=CC(=C1)F)C1OCC2(CC2)CC1)=O